isovalerat C(CC(C)C)(=O)[O-]